methyl 4-(4-((3,4-dichlorobenzyl)amino)-3-ethyl-1-methyl-1H-pyrazolo[3,4-d]pyrimidin-6-yl)benzoate ClC=1C=C(CNC2=C3C(=NC(=N2)C2=CC=C(C(=O)OC)C=C2)N(N=C3CC)C)C=CC1Cl